C(C)(C)(C)OC(=O)N1CCC(CC1)C#C.C1(=CC=CC=C1)P(=O)(C1=CC=CC=C1)CS(=O)(=O)NC(NC1=C2CCCC2=CC=2CCCC12)=O 1-(Diphenylphosphoryl)-N-((1,2,3,5,6,7-hexahydro-s-indacen-4-yl)carbamoyl)methanesulfonamide tert-butyl-4-ethynylpiperidine-1-carboxylate